2-amino-N-(2-(4'-(trifluoromethyl)-[1,1'-biphenyl]-4-yl)ethyl)hexanamide NC(C(=O)NCCC1=CC=C(C=C1)C1=CC=C(C=C1)C(F)(F)F)CCCC